FC1(CCC(CC1)C=1C=C(C=C(C1)C(F)(F)F)N1C(N(C=C1C)CC=1C=NN(C1)CC)=O)F 3-[3-(4,4-difluorocyclohexyl)-5-(trifluoromethyl)phenyl]-1-[(1-ethyl-1H-pyrazol-4-yl)methyl]-4-methyl-1,3-dihydro-2H-imidazol-2-one